N-(3-fluoro-4-(2,7-diazaspiro[3.5]nonan-7-yl)phenyl)-4-(1-isopropyl-1H-pyrazol-4-yl)-5-methylpyrimidin-2-amine FC=1C=C(C=CC1N1CCC2(CNC2)CC1)NC1=NC=C(C(=N1)C=1C=NN(C1)C(C)C)C